2-({2-[(4-chloro-2-fluorophenyl)methoxy]-3-(trifluoromethyl)-5,6,7,8-tetrahydro-1,7-naphthyridin-7-yl}methyl)-1-[(1-methoxycyclopropyl)methyl]-1H-1,3-benzodiazole-6-carboxylic acid ClC1=CC(=C(C=C1)COC1=NC=2CN(CCC2C=C1C(F)(F)F)CC1=NC2=C(N1CC1(CC1)OC)C=C(C=C2)C(=O)O)F